COCCNCC(=O)OCCNCC(=O)OCCOCCOCCOCCOCC(=O)OC(CCCCCCCCCCCC)C(COCCCCCCCC\C=C/CCCCCCCC)OCCCCCCCC\C=C/CCCCCCCC 2-[[2-[2-[2-[2-[2-[2-[1-[1,2-bis[(Z)-octadec-9-enoxy]ethyl]tridecoxy]-2-oxoethoxy]ethoxy]ethoxy]ethoxy]ethoxy]-2-oxo-ethyl]amino]ethyl 2-(2-methoxyethylamino)acetate